tert-butyl 4-[[[1-[1-(2,6-dioxo-3-piperidyl)-5-methoxy-3-methyl-2-oxo-benzimidazol-4-yl]-4-piperidyl]-methyl-amino]methyl]piperidine-1-carboxylate O=C1NC(CCC1N1C(N(C2=C1C=CC(=C2N2CCC(CC2)N(C)CC2CCN(CC2)C(=O)OC(C)(C)C)OC)C)=O)=O